N-[6-(5-chloro-2-fluorophenyl)-3-(1,2,3,6-tetrahydropyridin-4-yl)pyridazin-4-yl]-1,3-benzothiazol-6-amine ClC=1C=CC(=C(C1)C1=CC(=C(N=N1)C=1CCNCC1)NC1=CC2=C(N=CS2)C=C1)F